N-(3-aminopropyl)cyclobutylcarboxamide NCCCNC(=O)C1CCC1